C(C)(C)(C)C1=CC(=CC=C1)C(C)(C)C 1,3-ditertiary butyl-benzene